(1-(2,4-dichloro-3-((7-chloro-5-(trifluoromethyl)-1H-indol-1-yl)methyl)benzoyl)piperidin-4-yl)acetic acid ClC1=C(C(=O)N2CCC(CC2)CC(=O)O)C=CC(=C1CN1C=CC2=CC(=CC(=C12)Cl)C(F)(F)F)Cl